Ethyl 2-{4-[1-(N-methylglycyl) pyrrolidin-2-yl]piperidin-1-yl}-6-azaspiro[3.4]octane-6-carboxylate CNCC(=O)N1C(CCC1)C1CCN(CC1)C1CC2(C1)CN(CC2)C(=O)OCC